2-trifluoroacetamidoethyl 2-acetamido-3,6-di-O-acetyl-2-deoxy-4-O-(2,4-di-O-acetyl-6-O-benzyl-β-D-galactopyranosyl)-β-D-glucopyranoside C(C)(=O)N[C@H]1[C@H](OCCNC(C(F)(F)F)=O)O[C@@H]([C@H]([C@@H]1OC(C)=O)O[C@H]1[C@H](OC(C)=O)[C@@H](O)[C@@H](OC(C)=O)[C@H](O1)COCC1=CC=CC=C1)COC(C)=O